para-menthane-8-thiol C1(CCC(CC1)C(C)(C)S)C